di(naphthalen-2-yl)carbene-2,2'-(diazomethylene)dinaphthalene C1=C(C=CC2=CC=CC=C12)C(C1=CC2=CC=CC=C2C=C1)=C1C(C=CC2=CC=CC=C12)C(C1=CC2=CC=CC=C2C=C1)=[N+]=[N-]